1-(2-Fluorophenyl)-N-[5-[2-[[(3S,5S)-5-fluoro-3-piperidyl]amino]-8-isopropyl-7-oxo-pteridin-6-yl]-2-pyridyl]methanesulfonamide FC1=C(C=CC=C1)CS(=O)(=O)NC1=NC=C(C=C1)C1=NC=2C=NC(=NC2N(C1=O)C(C)C)N[C@@H]1CNC[C@H](C1)F